carboxy-7-((3'-nitro-[1,1'-biphenyl]-2-yl)oxy)-1,2,3,4-tetrahydronaphthalene-2-aminium chloride [Cl-].C(=O)(O)C1C(CCC2=CC=C(C=C12)OC1=C(C=CC=C1)C1=CC(=CC=C1)[N+](=O)[O-])[NH3+]